C(C=C)(=O)CCC[Si](OCCOC)(OCCOC)OCCOC γ-acryloylpropyl-tri(methoxyethoxy)silane